C(C1=CC=CC=C1)O[C@H](C(=O)N1C(OC[C@@H]1C1=CC=CC=C1)=S)[C@H](O[Si](C)(C)C(C)(C)C)C1=CC(=C(C=C1)OCOC)OCOC (2S,3R)-2-(benzyloxy)-3-(3,4-bis(methoxymethoxy)phenyl)-3-((tert-butyldimethylsilyl)oxy)-1-((S)-4-phenyl-2-thioxooxazolidin-3-yl)propan-1-one